ClC1=CC=C(C=C1)N1C(=CC=2C1=CN=CC2)C=2C=NC=CC2 3-[1-(4-Chlorophenyl)-1H-pyrrolo[2,3-c]pyridin-2-yl]pyridine